C(C)N1C=NC=C1CN1C(NC2=C1C=C(C=C2)C(=O)OC)=O methyl 3-((1-ethyl-1H-imidazol-5-yl) methyl)-2-oxo-2,3-dihydro-1H-benzo[d]imidazole-5-carboxylate